1-(4-benzoyl-3,4-dihydroquinoxaline-1(2H)-yl)-2-(piperidin-1-yl)ethan-1-one C(C1=CC=CC=C1)(=O)N1CCN(C2=CC=CC=C12)C(CN1CCCCC1)=O